tert-butyl (6aR,9R)-9-(bis(ethyl-d5)carbamoyl)-5-bromo-6a,7,8,9-tetrahydroindolo[4,3-fg]quinoline-4(6H)-carboxylate 6a,7,8,9-tetrahydroindolo[4,3-fg]quinoline-4(6H)-carboxylate C1=CC=C2N(C=C3C2=C1C1=CCCNC1C3)C(=O)O.C(C([2H])([2H])[2H])([2H])([2H])N(C(=O)[C@H]3CN[C@@H]1CC=2C4=C(C1=C3)C=CC=C4N(C2Br)C(=O)OC(C)(C)C)C(C([2H])([2H])[2H])([2H])[2H]